BrC=1C=CC(=C2C(NC(C12)=O)O)NS(=O)(=O)C1=CC(=CC=C1)C#CC1=NOC(=C1C)C N-(7-bromo-3-hydroxy-1-oxoisoindolin-4-yl)-3-((4,5-dimethylisoxazol-3-yl)ethynyl)benzenesulfonamide